3-((5-(5-(difluoromethyl)-1,3,4-oxadiazol-2-yl)pyridin-2-yl)methoxy)-4,5,6,7-tetrahydroisoxazolo[5,4-c]pyridine FC(C1=NN=C(O1)C=1C=CC(=NC1)COC1=NOC=2CNCCC21)F